tert-butyl 4-(2-bromo-5-ethyl-7-oxo-4-((2-(trimethylsilyl)ethoxy)methyl)-4,7-dihydro-[1,2,4]triazolo[1,5-a]pyrimidin-6-yl)piperazine-1-carboxylate BrC1=NN2C(N(C(=C(C2=O)N2CCN(CC2)C(=O)OC(C)(C)C)CC)COCC[Si](C)(C)C)=N1